F[C@H]1C[C@H](N(C1)C(CN1CCC(CC1)NC=1C=NC2=CC=C(C=C2C1)F)=O)C#N (2S,4S)-4-fluoro-1-[2-[4-[(6-fluoro-3-quinolyl)amino]-1-piperidyl]acetyl]pyrrolidine-2-carbonitrile